C(C)(C)(C)OC(N(C)CC1=CC=CC(=C1)S(=O)(=O)N1CC(C1)CO)=O 5-((3-(hydroxymethyl)azetidin-1-yl)sulfonyl)benzyl-(methyl)carbamic acid tert-butyl ester